menthyl-3-hydroxybutyrate C1(CC(C(CC1)C(C)C)OC(CC(C)O)=O)C